5-(2-(7-((3-((2,6-Dimethylphenyl)amino)-1-methyl-1H-pyrazolo[3,4-d]pyrimidin-6-yl)amino)-3,4-dihydroisoquinolin-2(1H)-yl)-2-oxoethoxy)-2-(2,6-dioxopiperidin-3-yl)isoindoline-1,3-dione CC1=C(C(=CC=C1)C)NC1=NN(C2=NC(=NC=C21)NC2=CC=C1CCN(CC1=C2)C(COC=2C=C1C(N(C(C1=CC2)=O)C2C(NC(CC2)=O)=O)=O)=O)C